3-chloro-4-((1r,3r)-3-methoxycyclobutoxy)aniline ClC=1C=C(N)C=CC1OC1CC(C1)OC